C1(=CC(=CC(=C1)C(=O)O)C(=O)O)C1=CC=C(C=C1)C1=CC(=CC(=C1)C(=O)O)C(=O)O [1,1':4',1'']terphenyl-3,3'',5,5''-tetracarboxylic acid